3,7-dibromo-10-(2-(2-bromoethoxy)ethyl)-8-methyl-10H-benzo[b]pyrido[2,3-e][1,4]oxazine BrC1=CC2=C(N(C3=C(O2)C=C(C(=C3)C)Br)CCOCCBr)N=C1